1-(diethoxymethylsilyl)methanethiol C(C)OC(OCC)[SiH2]CS